1,4-di(2-pyridyl)benzene N1=C(C=CC=C1)C1=CC=C(C=C1)C1=NC=CC=C1